FC1=CC=C(C=C1)N1C(=C(C2=C(C=CC=C12)O)C1=CC=C(C(=O)O)C=C1)C(F)(F)F 4-[1-(4-fluorophenyl)-4-hydroxy-2-(trifluoromethyl)indol-3-yl]benzoic acid